C12C3C4C5C3C2C5C41 pentacyclo[4.2.0.02,5.03,8.04,7]octane